(R)-4-(4-(3,6-dihydro-2H-pyran-4-yl)-7-(1H-pyrazol-5-yl)imidazo[1,5-b]pyridazin-2-yl)-3-methylmorpholine O1CCC(=CC1)C=1C=2N(N=C(C1)N1[C@@H](COCC1)C)C(=NC2)C2=CC=NN2